1-(3-chloro-4-methylphenyl)-3-(6-((2-(2,6-dioxopiperidin-3-yl)-1-oxoisoindolin-5-yl)thio)hexyl)urea ClC=1C=C(C=CC1C)NC(=O)NCCCCCCSC=1C=C2CN(C(C2=CC1)=O)C1C(NC(CC1)=O)=O